2,5,8,11-tetraoxatridecan-13-yl (((6-hydroxy-2',5'-dimethyl-4-pentyl-1',2',3',4'-tetrahydro-[1,1'-biphenyl]-2-yl)oxy)methyl)(methyl)carbamate OC1=CC(=CC(=C1C1C(CCC(=C1)C)C)OCN(C(OCCOCCOCCOCCOC)=O)C)CCCCC